endo-4-(4-chlorobenzyl)-2-(3-(6-hydroxypyridin-3-yl)-1H-pyrazol-5-yl)-2-aza-bicyclo[3.1.0]hexan-3-one ClC1=CC=C(CC2C(N(C3CC23)C2=CC(=NN2)C=2C=NC(=CC2)O)=O)C=C1